1,2,4,5-Tetrazine N1=NC=NN=C1